tert-Butyl 3-hydroxy-3-(4-chloro-3-methoxyphenyl)azetidine-1-carboxylate OC1(CN(C1)C(=O)OC(C)(C)C)C1=CC(=C(C=C1)Cl)OC